N[C@@H](CO)CC1=C(C=2N=C(N=C(C2S1)NCC=1SC=CC1)Cl)C (2R)-2-amino-3-(2-chloro-7-methyl-4-{[(thiophen-2-yl)methyl]amino}thieno[3,2-d]pyrimidin-6-yl)propan-1-ol